NC=1N=C(SC1C(=O)C1=CC=NC=C1)N(C1=CC(=C(C=C1)F)F)C(C(=O)N)C (N-[4-Amino-5-(pyridin-4-carbonyl)thiazol-2-yl]-3,4-difluoroanilino)propanamid